COC1=CC2=C(N(C(O2)=O)CCNC(\C=C\C2=CC=C(C=C2)O)=O)C=C1 (E)-N-(2-(6-methoxy-2-oxo-2,3-dihydro-1,3-benzooxazol-3-yl)ethyl)-3-(4-hydroxyphenyl)acrylamide